2-aminoethan-1,1,2,2-d4-1-ol NC(C(O)([2H])[2H])([2H])[2H]